CSC1=NC(=CC(=N1)C1=CNC=C1)C(F)(F)F (methylthio)-4-(1H-pyrrol-3-yl)-6-(trifluoromethyl)pyrimidine